FC=1C=C2C=C(N(C2=CC1)C)B(O)O 5-FLUORO-1-METHYL-1H-INDOL-2-YLBORONIC ACID